NC=1NC(C2=C(N1)NC(=C2)CCN)=O 2-amino-6-(2-aminoethyl)-3,7-dihydro-4H-pyrrolo[2,3-d]Pyrimidin-4-one